4-{2-[2-(5-bromo-6-chloropyridine-3-sulfonamido)phenyl]ethynyl}benzoic acid BrC=1C=C(C=NC1Cl)S(=O)(=O)NC1=C(C=CC=C1)C#CC1=CC=C(C(=O)O)C=C1